[Na+].OC(CC(=O)[O-])CCC(=O)[O-].[Na+] 3-hydroxyadipic acid sodium salt